(R)-N-(3-(5-chloro-1H-indol-3-yl)propyl)-4-(3-(3-methylpiperazin-1-yl)propoxy)benzenesulfonamide ClC=1C=C2C(=CNC2=CC1)CCCNS(=O)(=O)C1=CC=C(C=C1)OCCCN1C[C@H](NCC1)C